C1CCC2=C(C=3CCCC3C=C12)NC(=O)N=S(=O)(N)C=1C=NN2C1COCCC2 N'-((1,2,3,5,6,7-hexahydro-s-indacen-4-yl)carbamoyl)-7,8-dihydro-4H,6H-pyrazolo[5,1-c][1,4]oxazepine-3-sulfonimidamide